C(CC)OCC1CN(CC1)C(=O)OCCCC Butyl 3-(propoxymethyl)pyrrolidine-1-carboxylate